CCC(CCCCCCCCCCCC)C1=CNC(O1)=O 5-(pentadecan-3-yl)oxazol-2(3H)-one